C1(=CC=CC=C1)N(C1=CC=CC=C1)C1=CC=C(C=C1)C=CC1=CC=C(C=C1)C1=CC=C(C=C1)C=CC1=CC=C(C=C1)N(C1=CC=CC=C1)C1=CC=CC=C1 4,4'-bis[2-(4-(N,N-diphenylamino)phenyl)vinyl]biphenyl